[Si](C)(C)(C(C)(C)C)OC[C@H](NC)C1=NC=CC(=C1)NC(OCC1=CC=CC=C1)=O |r| benzyl rac-{2-(2-((tert-butyldimethylsilyl)oxy)-1-(methylamino)ethyl)pyridin-4-yl}carbamate